(S)-2-[6-chloro-2-[(S)-3-methylmorpholine-4-carbonyl]-1,2,3,4-tetrahydroisoquinolin-8-yl]pyrrolidine-1-carboxylic acid tert-butyl ester C(C)(C)(C)OC(=O)N1[C@@H](CCC1)C=1C=C(C=C2CCN(CC12)C(=O)N1[C@H](COCC1)C)Cl